5-fluoro-1'-{2-[1-(3-hydroxy-3-methylcyclobutyl)-2-methyl-7-(trifluoromethyl)-1H-1,3-benzimidazol-5-yloxy]ethyl}spiro[indoline-3,4'-piperidin]-2-one FC=1C=C2C(=CC1)NC(C21CCN(CC1)CCOC1=CC2=C(N(C(=N2)C)C2CC(C2)(C)O)C(=C1)C(F)(F)F)=O